C1(CCC1)[Bi](=S)(C1CCC1)C1CCC1 tricyclobutyl-λ5-bismuthanethione